N-((4-(cis-3-Hydroxycyclobutyl)-1-(4-(trifluoromethoxy)phenyl)-1H-pyrazolo[3,4-b]pyridin-3-yl)methyl)acrylamide O[C@H]1C[C@H](C1)C1=C2C(=NC=C1)N(N=C2CNC(C=C)=O)C2=CC=C(C=C2)OC(F)(F)F